OC1(CC(C1)C(=O)N1CC2(C1)CC(C2)CC2=CC=C(C=C2)OC(F)(F)F)C ((1s,3s)-3-Hydroxy-3-methylcyclobutyl)(6-(4-(trifluoromethoxy)benzyl)-2-azaspiro[3.3]heptan-2-yl)methanon